ClC=1C=C(C=NC1)NC1=NC=NC2=CC=C(C=C12)C1=CC=C(C=C1)NC(=O)NC 1-(4-(4-((5-chloropyridin-3-yl)amino)quinazolin-6-yl)phenyl)-3-methylurea